1-{4-[8-amino-5-(4-aminocyclohex-1-en-1-yl)-3-methylimidazo[1,5-a]pyrazin-1-yl]-3-fluorophenyl}-3-{4-[(4-methylpiperazin-1-yl)methyl]phenyl}urea NC=1C=2N(C(=CN1)C1=CCC(CC1)N)C(=NC2C2=C(C=C(C=C2)NC(=O)NC2=CC=C(C=C2)CN2CCN(CC2)C)F)C